FC(C1=CC=2C=C3N(CCN(C3)C(=O)O)C2N=C1)(F)F 3-(trifluoromethyl)-8,9-dihydropyrido[3',2':4,5]pyrrolo[1,2-a]pyrazine-7(6H)-carboxylic acid